3-chloro-N-[1-[3-[5-(difluoromethoxy)-2-pyridyl]pyrazin-2-yl]ethyl]-5-(trifluoromethyl)benzamide ClC=1C=C(C(=O)NC(C)C2=NC=CN=C2C2=NC=C(C=C2)OC(F)F)C=C(C1)C(F)(F)F